allyl prenyl diphosphate O(P(OCC=C(C)C)(=O)OP(=O)([O-])[O-])CC=C